CN1C(CCC1)CC1=CNC=2C=CC=C(C12)O 3-[(1-methylpyrrolidin-2-yl)methyl]-1H-indol-4-ol